9-METHYLCARBAZOLE CN1C2=CC=CC=C2C=2C=CC=CC12